1-(4-pentylphenyl)cyclohexane-1,4-diamine C(CCCC)C1=CC=C(C=C1)C1(CCC(CC1)N)N